[(3aS,6aR)-5-[6-(1-methylpyrazol-4-yl)pyrazolo[1,5-a]pyrazin-4-yl]-3,3a,4,5,6,6a-hexahydro-1H-cyclopenta[c]pyrrol-2-yl]prop-2-en-1-one CN1N=CC(=C1)C=1N=C(C=2N(C1)N=CC2)C2C[C@H]1[C@H](CN(C1)C(C=C)=O)C2